CN1N=CC(=C1C(=O)NN)C(=O)NN 2-methylpyrazole-3,4-dicarboxhydrazide